The molecule is a DiHETE that is (5Z,8Z,10E,12E)-icosatetraenoic acid carrying two hydroxy substituents at positions 14 and 15 (the 14R,15S-stereoisomer). It has a role as a human xenobiotic metabolite. It is a conjugate acid of a 14(R),15(S)-DiHETE(1-). CCCCC[C@@H]([C@@H](/C=C/C=C/C=C\\C/C=C\\CCCC(=O)O)O)O